C(C=C)(=O)OC(O)C(O)CO acryloyloxyglycerol